ClCCCCCCC=CCCOCOCOCCC=CCCCCCCCl 10-chloro-3-decenyloxymethyl ether